N(=[N+]=[N-])C=1N=C(C=2C(N1)=CN(N2)CC2=C(C=C(C=C2OC)Br)OC)N[C@H](CO[Si](C2=CC=CC=C2)(C2=CC=CC=C2)C(C)(C)C)CCC (S)-5-azido-2-(4-bromo-2,6-dimethoxybenzyl)-N-(1-((tert-butyldiphenylsilyl)oxy)pentan-2-yl)-2H-pyrazolo[4,3-d]pyrimidin-7-amine